4-Methylbenzenesulfonic acid [(1S,3R)-3-(tert-butoxycarbonylamino) cyclohexyl] ester C(C)(C)(C)OC(=O)N[C@H]1C[C@H](CCC1)OS(=O)(=O)C1=CC=C(C=C1)C